NC1=NC(N(C2=CC(=CC=C12)OC(F)F)C1CCCOC12CC2)=O 4-amino-7-(difluoromethoxy)-1-(4-oxaspiro[2.5]octan-8-yl)quinazolin-2(1H)-one